C(C=C)OC1=CC(=C(C(=C1)F)C1=C(C=C(C(N1CC)=O)Cl)N1N=CC(=C1)Cl)F 6-(4-(allyloxy)-2,6-difluorophenyl)-3-chloro-5-(4-chloro-1H-pyrazol-1-yl)-1-ethylpyridin-2(1H)-one